ClC=1C(=CC(=NC1)NC=1N(N=C(C1)C)C(C)C)NC1=C(C(=O)NOC)C=CC=C1 2-[[5-chloro-2-[(5-methyl-2-prop-2-ylpyrazol-3-yl)amino]pyridin-4-yl]amino]-N-methoxybenzamide